Ethyl 6-(cyclobutylmethyl)-6H-thieno[2,3-b]pyrrole-5-carboxylate C1(CCC1)CN1C2=C(C=C1C(=O)OCC)C=CS2